6-(4-Fluoro-1-((3'-methoxy-d3-[1,1'-biphenyl]-4-yl)methyl)-1H-indol-7-carboxamido)spiro[3.3]heptan FC1=C2C=CN(C2=C(C=C1)C(=O)NC1CC2(CCC2)C1)CC1=CC=C(C=C1)C1=CC(=CC=C1)OC([2H])([2H])[2H]